4-{4-[(2,4-dichlorophenyl)oxy]phenyl}-5-methyl-2,4-dihydro-3H-1,2,4-triazol-3-one ClC1=C(C=CC(=C1)Cl)OC1=CC=C(C=C1)N1C(NN=C1C)=O